3'-(benzo[d]thiazol-2-yl)-6'-(dibenzo[b,d]thiophen-1-yl)-4,4''-bis(3-methyl-9H-carbazol-9-yl)-5'-(4-(3-methyl-9H-carbazol-9-yl)phenyl)-[1,1':2',1''-terphenyl]-4'-carbonitrile S1C(=NC2=C1C=CC=C2)C2=C(C(=C(C(=C2C#N)C2=CC=C(C=C2)N2C1=CC=CC=C1C=1C=C(C=CC21)C)C2=CC=CC=1SC3=C(C12)C=CC=C3)C3=CC=C(C=C3)N3C1=CC=CC=C1C=1C=C(C=CC31)C)C3=CC=C(C=C3)N3C1=CC=CC=C1C=1C=C(C=CC31)C